2-fluoro-8-methyl-8-(trifluoromethyl)-7,8-dihydro-6H-cyclopenta[e]pyrazolo[1,5-a]pyrimidine-6-carbonitrile FC1=NN2C(N=CC3=C2C(CC3C#N)(C(F)(F)F)C)=C1